N[C@@H]1C2=CC=CC=C2CC12CCN(CC2)C=2C(=NC(=CN2)SC2=CC=NC1=CC=CC=C21)CO (S)-(3-(1-amino-1,3-dihydrospiro[inden-2,4'-piperidin]-1'-yl)-6-(quinolin-4-ylsulfanyl)pyrazin-2-yl)methanol